2-bromo-3-meth-ylthiophene BrC=1SC=CC1C